CC1=C(C2=C(N=N1)OC1=C2N=CN=C1NCC1=CC=C(C=C1)CC(C)O)C [4-[[(3,4-dimethylpyrimidino[4',5':4,5]furo[2,3-c]pyridazin-8-yl)amino]methyl]phenyl]propan-2-ol